COC1=CC=C(CNC(NCC2CC23CCN(CC3)C(=O)OC(C)(C)C)=O)C=C1 tert-butyl 1-((3-(4-methoxybenzyl)ureido)methyl)-6-azaspiro[2.5]octane-6-carboxylate